ClC=1C=CC(=C(C1)C1=CC(=NC=C1C(=O)OC)C)OC methyl 4-(5-chloro-2-methoxyphenyl)-6-methylnicotinate